spiro[furan-3,4'-pyrido[2,3-b][1,4,5]oxathiazepine] 1',1'-dioxide S1(C2=C(OC3(C=N1)COC=C3)N=CC=C2)(=O)=O